[C@H]1([C@@H](O)[C@@H](O)[C@H](O)[C@H](O1)CO)O[C@@H]1[C@@H](O)O[C@@H]([C@H]([C@@H]1O)O)CO α-D-mannopyranosyl-(1→2)-α-D-mannopyranose